CONC=C1C(CC(CC1=O)C1=CC=CC=C1)=O 2-((methoxyamino)methylene)-5-phenylcyclohexane-1,3-dione